C1N(CCC2=CC=CC=C12)C(C(F)(F)F)C=1OC=C(C(C1)=O)OCC1CCN(CC1)S(=O)(=O)C 2-(1-(3,4-Dihydroisoquinolin-2(1H)-yl)-2,2,2-trifluoroethyl)-5-((1-(methyl-sulfonyl)piperidin-4-yl)methoxy)-4H-pyran-4-one